COC(=O)[C@H]1N(C[C@@H](C1)OS(=O)(=O)CC1=CC=CC=C1)CC1=CC=CC=C1 (2S,4R)-1-benzyl-4-(toluenesulfonyloxy)pyrrolidine-2-carboxylic acid methyl ester